(S)-azetidin-3-yl(3-methylmorpholino)methanone N1CC(C1)C(=O)N1[C@H](COCC1)C